4-amino-N',1-dimethyl-N'-[1-(trifluoromethyl)cyclopropanecarbonyl]-N-[[5-(trifluoromethyl)-2-pyridyl]methyl]pyrazolo[4,3-c]quinoline-8-carbohydrazide NC1=NC=2C=CC(=CC2C2=C1C=NN2C)C(=O)N(N(C(=O)C2(CC2)C(F)(F)F)C)CC2=NC=C(C=C2)C(F)(F)F